chloro-6,7,8,9-tetrahydro-5H-benzo[7]annulen ClC1=CC=CC2=C1CCCCC2